FC1=C2CNC(C2=CC=C1)=O 4-fluoroisoindoline-1-one